C(C(=C)C)(=O)OCCCOC1=CC=C(C=C1)CCC 4-(3-methacryloxypropoxy)phenylpropan